ethyl-2-methyl-6-oxo-1,6-dihydropyridine-3-carboxylate C(C)OC(=O)C1=C(NC(C=C1)=O)C